CNC(=O)C=1C=C(C2=C([C@@](CO2)(C2=CC=CC=C2)C)C1)C(=O)NC |o1:9| (S*)-N5,N7,3-trimethyl-3-phenyl-2,3-dihydrobenzofuran-5,7-dicarboxamide